2-((1S,4S,5R)-5-((4-Cyclopropyl-1-(2,6-dichlorophenyl)-1H-1,2,3-triazol-5-yl)methoxy)-2-azabicyclo[2.2.1]heptan-2-yl)-4-(tetrahydro-2H-pyran-4-yl)benzo[d]thiazol C1(CC1)C=1N=NN(C1CO[C@H]1[C@@H]2CN([C@H](C1)C2)C=2SC1=C(N2)C(=CC=C1)C1CCOCC1)C1=C(C=CC=C1Cl)Cl